3-(2-Chloro-4-morpholino-anilino)-5-(methylamino)-6-(3-methylimidazo[4,5-c]pyridin-7-yl)pyrazine-2-carboxylic acid ClC1=C(NC=2C(=NC(=C(N2)NC)C=2C3=C(C=NC2)N(C=N3)C)C(=O)O)C=CC(=C1)N1CCOCC1